3-methyl-5-trifluoromethyl-4H-1,2,4-triazole CC1=NN=C(N1)C(F)(F)F